1-(3-(6-chloro-5-fluoro-3-(trifluoroacetylamino)pyridin-2-yl)prop-2-yn-1-yl)-N-methyl-6-oxo-N-phenyl-1,6-dihydropyridine-2-carboxamide ClC1=C(C=C(C(=N1)C#CCN1C(=CC=CC1=O)C(=O)N(C1=CC=CC=C1)C)NC(C(F)(F)F)=O)F